ClC=1C=C2C(=CN(C2=CC1)C)C1CCN(CC1)C(=O)C1=CC2=C(OCC(N2)=O)C=C1F 6-(4-(5-Chloro-1-methyl-1H-indol-3-yl)piperidine-1-carbonyl)-7-fluoro-2H-benzo[b][1,4]oxazin-3(4H)-one